piperidin-1-yl-carboxylic acid tert-butyl ester C(C)(C)(C)OC(=O)N1CCCCC1